O=C1NC(CCC1N1C(C2=CC=C(C(=C2C1)F)N1CCN(CC1)CC1(CCN(CC1)C(=O)OC(C)(C)C)F)=O)=O tert-butyl 4-[[4-[2-(2,6-dioxo-3-piperidyl)-4-fluoro-1-oxo-isoindolin-5-yl]piperazin-1-yl]methyl]-4-fluoro-piperidine-1-carboxylate